[Cr](=O)([O-])[O-].[Ca+2].[La+3] lanthanum calcium chromite